FC1=C(C=CC=C1)C(=O)N1C(CCC1)C1=C(C=CC=C1)C=1C=NC(=CC1)OC (2-fluorophenyl)-[2-[2-(6-methoxy-3-pyridyl)phenyl]pyrrolidin-1-yl]methanone